(E)-3-(5-(3-(5-(2-(3-Bromo-2-fluorophenyl)-6-hydroxyhexan-2-yl)-1H-imidazol-2-yl)-4-fluorophenoxy)-6-fluoro-1H-indol-4-yl)acrylic acid BrC=1C(=C(C=CC1)C(C)(CCCCO)C1=CN=C(N1)C=1C=C(OC=2C(=C3C=CNC3=CC2F)/C=C/C(=O)O)C=CC1F)F